ClC1=C(C=C(N=N1)NC(C(C)(C)C)=O)CCl N-[6-chloro-5-(chloromethyl)pyridazin-3-yl]-2,2-dimethyl-propionamide